3-bromo-N-[4-chloro-2-methyl-6-[(methylamino)thiomethyl]phenyl]-1-(3-chloro-2-pyridyl)-1H-pyrazole-5-Formamide BrC1=NN(C(=C1)C(=O)NC1=C(C=C(C=C1CSNC)Cl)C)C1=NC=CC=C1Cl